4-(6-methoxy-4-((piperazin-1-ylmethyl)amino)-7-(3-(pyrrolidin-1-yl)propoxy)quinazolin-2-yl)thiomorpholine 1,1-dioxide COC=1C=C2C(=NC(=NC2=CC1OCCCN1CCCC1)N1CCS(CC1)(=O)=O)NCN1CCNCC1